FC1=C(C=C(C=C1)[N+](=O)[O-])C1=NC(=NC=C1)NC1=CC=C(C=C1)C(F)(F)F 4-(2-fluoro-5-nitrophenyl)-N-(4-(trifluoromethyl)phenyl)pyrimidin-2-amine